O=C1CC[C@H]2N1CCN(C2)C(=O)OC(C)(C)C |r| racemic-tert-butyl 6-oxohexahydropyrrolo[1,2-a]pyrazine-2(1H)-carboxylate